methyl 4-(3-fluoro-2-(1-fluoroethyl) phenyl)-2-(fluoromethyl)-5-oxo-1,4,5,7-tetrahydrofuro[3,4-b]pyridine-3-carboxylate FC=1C(=C(C=CC1)C1C2=C(NC(=C1C(=O)OC)CF)COC2=O)C(C)F